ClC1=C(C=CC(=C1)C1=NC(=C2C(=N1)NN=C2C)OC2CCN(CC2)C)NS(=O)(=O)C2=C(C=CC(=C2)F)F N-(2-chloro-4-{3-methyl-4-[(1-methylpiperidin-4-yl)oxy]-1H-pyrazolo[3,4-d]pyrimidin-6-yl}phenyl)-2,5-difluorobenzenesulfonamide